ClC(=O)[C@](C(=O)OCC1=CC=CC=C1)(CCCCCCCCCCC(=O)OCC1=CC=CC=C1)CCCCCCCCCCC Dibenzyl (S)-2-(chlorocarbonyl)-2-undecyltridecanedioate